N1=C(C=NC=C1)CN1C=NC2=C1C=C(C=C2)N 3-(pyrazin-2-ylmethyl)benzo[d]imidazole-5-amine